(3,7-dioxabicyclo[4.1.0]hept-6-yl)-6-chloropyridine C12COCCC2(O1)C1=NC(=CC=C1)Cl